C(C)N(CC)CCN(CCOC(OC(CCCCC(=O)OCC(CCCCCCCCCC)CCCCCCCC)CCCCCC)=O)C(C)C 2-octyldodecyl 3-ethyl-12-hexyl-6-isopropyl-10-oxo-9,11-dioxa-3,6-diazahexadecane-16-carboxylate